trans-2-hexen butyrate C(CCC)(=O)O.C\C=C\CCC